C(C)OC1=CC=C(C=C1)C#CC=1C(=NC(=CC1)N)N 3-((4-ethoxyphenyl)ethynyl)pyridine-2,6-diamine